CC1=C(C=C(C(=O)N2CCC(CC2)C2=CC=C(C#N)C=C2)C=C1)NC1=NC=CC(=C1)C(=O)N1CCN(CC1)C 4-(1-(4-methyl-3-((4-(4-methylpiperazine-1-carbonyl)pyridin-2-yl)amino)benzoyl)piperidin-4-yl)benzonitrile